N-{(R)-4-[(3R,4R,5S)-3-amino-4-hydroxy-5-methylpiperidin-1-yl]-7-hydroxy-6,7-dihydro-5H-cyclopenta[b]pyridin-3-yl}-6-(2,6-difluorophenyl)-5-fluoropyridinecarboxamide L-pyroglutamate N1[C@@H](CCC1=O)C(=O)O.N[C@@H]1CN(C[C@@H]([C@H]1O)C)C1=C2C(=NC=C1NC(=O)C1=NC(=C(C=C1)F)C1=C(C=CC=C1F)F)[C@@H](CC2)O